tert-butyl (R)-3-(hydrazinecarbonyl)piperidine-1-carboxylate N(N)C(=O)[C@H]1CN(CCC1)C(=O)OC(C)(C)C